6'-[2-(piperazin-1-yl)ethoxy]-2',3'-dihydrospiro[cyclohexane-1,1'-indene]-4-carboxylic acid N1(CCNCC1)CCOC1=CC=C2CCC3(C2=C1)CCC(CC3)C(=O)O